hydroxyphenylphosphonous acid OC1=C(C=CC=C1)P(O)O